FC=1C(=CC=2C3=C(NC(C2C1)=O)COC[C@@H]3N(C(=O)C=3C=NC1=CC=CC=C1C3)C)F (R)-N-(8,9-Difluoro-6-oxo-1,4,5,6-tetrahydro-2H-pyrano[3,4-c]isoquinolin-1-yl)-N-methylquinoline-3-carboxamide